OCCN1CCC(CC1)C=1C=CC=2N(C(C=C(N2)C=2C=CC=3N(C2)C=C(N3)C)=O)C1 7-[1-(2-hydroxyethyl)piperidin-4-yl]-2-(2-methylimidazo[1,2-a]pyridin-6-yl)-4H-pyrido[1,2-a]pyrimidin-4-one